4-[5-bromo-6-[(1S)-1-methoxyethyl]-3-pyridinyl]piperazine-1-carboxylic acid benzyl ester C(C1=CC=CC=C1)OC(=O)N1CCN(CC1)C=1C=NC(=C(C1)Br)[C@H](C)OC